(S)-N-(7-(2-(1-amino-2-(3,5-difluorophenyl)ethyl)-7-(1,1-difluoroethyl)-4-oxoquinazolin-3(4H)-yl)-4-chloro-1-(2,2-difluoroethyl)-1H-indazol-3-yl)methanesulfonamide N[C@@H](CC1=CC(=CC(=C1)F)F)C1=NC2=CC(=CC=C2C(N1C=1C=CC(=C2C(=NN(C12)CC(F)F)NS(=O)(=O)C)Cl)=O)C(C)(F)F